2-(1,1-difluoroethyl)-6-ethylpyrimidin-4-ol FC(C)(F)C1=NC(=CC(=N1)O)CC